5-(4-methoxynaphthalene-1-yl)-4-(2-methoxyphenyl)isoxazole COC1=CC=C(C2=CC=CC=C12)C1=C(C=NO1)C1=C(C=CC=C1)OC